FC(CF)(F)F 1,1,1,2-tetraFluoroethane